C12(CC3CC(CC(C1)C3)C2)C(=O)N(CC(NC=2C=C3C[C@@]1(CC3=CC2)C(NC2=NC=CC=C21)=O)=O)CC2=C(C=CC=C2)CN(C(OC(C)(C)C)=O)C tert-Butyl N-[[2-[[adamantane-1-carbonyl-[2-oxo-2-[[(3R)-2-oxospiro[1H-pyrrolo[2,3-b]pyridine-3,2'-indane]-5'-yl]amino]ethyl]amino]methyl]phenyl]methyl]-N-methyl-carbamate